ClC1=C(OC=2N=NC(=CC2C(=O)NC2=CC(=CC=C2)C#N)C(F)(F)F)C=CC(=C1)F 3-(2-chloro-4-fluoro-phenoxy)-N-[3-cyanophenyl]-6-(trifluoromethyl)pyridazine-4-carboxamide